C1(CCCCC1)N1C(C2=CC=CC=C2C1)=O 2-cyclohexyl-isoindol-1-one